2-(2-chlorophenyl)-7-methyl-9-(4-(1-methyl-4-(trifluoromethyl)-1H-imidazol-2-yl)benzyl)-7,9-dihydro-8H-purin-8-imine ClC1=C(C=CC=C1)C1=NC=C2N(C(N(C2=N1)CC1=CC=C(C=C1)C=1N(C=C(N1)C(F)(F)F)C)=N)C